1-((3R,5R,8S,9S,10R,13S,14S,17S)-10-cyclopropyl-13-ethyl-3-hydroxy-3-methylhexadecahydro-1H-cyclopenta[a]phenanthren-17-yl)ethanone C1(CC1)[C@]12[C@H]3CC[C@@]4([C@H](CC[C@H]4[C@@H]3CC[C@@H]2C[C@](CC1)(C)O)C(C)=O)CC